monobutyloxide C(CCC)OCCCC